[Mn](=O)([O-])[O-].[Ir+3].[Mn](=O)([O-])[O-].[Mn](=O)([O-])[O-].[Ir+3] iridium manganite